CCCC=C 4-methyl-1-butene